NC=1C2=C(N=CN1)N(C(=C2C2=CC(=C(C=C2)OC2=NC=CC(=N2)C)F)C2=C(C=C(C=C2C)NC(C(=C)C)=O)C)C N-(4-(4-amino-5-(3-fluoro-4-((4-methylpyrimidin-2-yl)oxy)phenyl)-7-methyl-7H-pyrrolo[2,3-d]pyrimidin-6-yl)-3,5-dimethylphenyl)methacrylamide